Sulfofuran S(=O)(=O)(O)C=1OC=CC1